C(C)SC1=NN=NN1CC1=CC=C(C=C1)C=C 5-ethylthio-1-(4-vinylbenzyl)-1H-tetrazole